C(CCC)C1=NC2(C(N1CC1=CC=C(C=C1)C1=C(C=CC=C1)C#N)=O)CCCC2 2-n-butyl-3-[[2'-cyanobiphenyl-4-yl]methyl]-1,3-diazaspiro-[4.4]non-1-en-4-one